NC1=C(C=CC=C1C)C1=NC=2C(=NC=CC2C2=CC(=C(CNC(=O)C3=NC(=NO3)C(C)(C)C)C=C2)F)N1 N-(4-(2-(2-amino-3-methylphenyl)-3H-imidazo[4,5-b]pyridin-7-yl)-2-fluorobenzyl)-3-(tert-butyl)-1,2,4-oxadiazole-5-carboxamide